C(C(=C)C)(=O)O.FC(=C(OC(C(F)(F)F)(F)F)C(C(C(C(C(C(C(C(F)(F)F)(F)F)(F)F)(F)F)(F)F)(F)F)(F)F)(F)F)C(F)(F)F perfluoro octylethyloxy propylene methacrylate